4-(4,4,5,5-tetramethyl-1,3,2-dioxaborolane-2-yl)pyrazole CC1(OB(OC1(C)C)C=1C=NNC1)C